ClC1=CC=C(C=C1)C1=C(CCC(C1)(C)C)CN1CCN(CC1)C1=CC=C(C=C1)S(=O)(=O)NC(=O)C1=CC=C(C(=N1)C1=CN(C(C=C1)=O)C)F N-[4-[4-[[2-(4-Chlorophenyl)-4,4-dimethylcyclohexen-1-yl]methyl]piperazin-1-yl]phenyl]sulfonyl-3-fluoro-1'-methyl-6'-oxo-1',6'-dihydro-[2,3'-bipyridine]-6-carboxamide